2-(4-((2-acetamidothiazol-5-yl)methyl)piperazin-1-yl)-N-(2-bromo-4-chlorophenyl)acetamide C(C)(=O)NC=1SC(=CN1)CN1CCN(CC1)CC(=O)NC1=C(C=C(C=C1)Cl)Br